(2S,3S,4S,5R,6R)-2-(3-chloro-4-methylphenyl)-6-methyltetrahydro-2H-pyran-3,4,5-trisyl triacetate C(C)(=O)O[C@H]1[C@@H](O[C@@H]([C@H]([C@@H]1OC(C)=O)OC(C)=O)C)C1=CC(=C(C=C1)C)Cl